C(C)(=O)N(C1=C(C=C(C=C1)C1=CC=C(C=N1)C(=O)NCCCC=1C=NNC1)F)CC1CC1 6-[4-[acetyl(cyclopropylmethyl)amino]-3-fluoro-phenyl]-N-[3-(1H-pyrazol-4-yl)propyl]pyridine-3-carboxamide